C1(=CC=CC=C1)C1(CC=C(C=C1)NC(C)C)N 1-phenyl-N4-(prop-2-yl)benzene-1,4-diamine